C1(CC2C(CC1)O2)CCC[Si](OCC)(OCC)C γ-(3,4-epoxycyclohexyl)propylmethyldiethoxysilane